N-((1R,3r,5S)-8-Azabicyclo[3.2.1]octan-3-yl)-5-(oxetan-3-yl)isoxazole-3-carboxamide [C@H]12CC(C[C@H](CC1)N2)NC(=O)C2=NOC(=C2)C2COC2